(1r,4r)-4-(2-(3,4-difluorobenzyl)-5-(3,5-dimethylisoxazol-4-yl)-1H-benzo[d]imidazol-1-yl)cyclohexane-1-carboxylic acid FC=1C=C(CC2=NC3=C(N2C2CCC(CC2)C(=O)O)C=CC(=C3)C=3C(=NOC3C)C)C=CC1F